2-bromo-4-(1-cyclobutyl-2-hydroxyethoxy)-6-iodopyridin-3-ol BrC1=NC(=CC(=C1O)OC(CO)C1CCC1)I